1-(4-chloro-2-iodophenyl)cyclopropane-1-carbonitrile ClC1=CC(=C(C=C1)C1(CC1)C#N)I